C(C)(=O)N1CCN(CC1)C1=CC=C(C=C1)C=1C(=NC=2N(C1C=1C=NNC1)N=C(C2C(C)C)C(=O)N)N2CC1=CC=C(C=C1C2)Cl (4-(4-Acetylpiperazin-1-yl)phenyl)-5-(5-chloroisoindolin-2-yl)-3-isopropyl-7-(1H-pyrazol-4-yl)pyrazolo[1,5-a]pyrimidine-2-carboxamide